2-Ethyl-3-(formyl-methyl-amino)-imidazo[1,2-a]pyridine-6-carboxylic acid methyl ester COC(=O)C=1C=CC=2N(C1)C(=C(N2)CC)N(C)C=O